C(C)(C)C1=CC=C(C=C1)SC=1N([C@H]2[C@H](O)[C@H](O)[C@@H](CO)O2)C=2N=C(NC(C2N1)=O)N 8-(4-Isopropylphenylthio)guanosine